2,2-Difluorobenzo[d][1,3]dioxolan-5-amine FC1(OC2=C(O1)C=CC(=C2)N)F